P(O)(=O)(OP(=O)(O)OP(=O)(O)O)OC[C@@H]1[C@H]([C@H]([C@@H](O1)N1C=NC=2C(O)=NC=NC12)OC)O O-Methyl-inosine-5'-triphosphate